3,5-dichloro-6-ethylpyrazine-2-carboxylic acid chloride ClC=1C(=NC(=C(N1)Cl)CC)C(=O)Cl